(6aR)-8-acryloyl-4-chloro-3-(2-fluoro-6-hydroxyphenyl)-1-(5-azaspiro[2.4]hept-5-yl)-6,6a,7,8,9,10-hexahydro-12H-pyrazino[2,1-c]pyrido[3,4-f][1,4]oxazepin-12-one C(C=C)(=O)N1C[C@@H]2COC3=C(C(N2CC1)=O)C(=NC(=C3Cl)C3=C(C=CC=C3O)F)N3CC1(CC1)CC3